(4-((8-cyclopentyl-7-oxo-7,8-dihydropteridin-2-yl)amino)phenyl)piperazine-1-carboxylic acid tert-butyl ester C(C)(C)(C)OC(=O)N1C(CNCC1)C1=CC=C(C=C1)NC1=NC=2N(C(C=NC2C=N1)=O)C1CCCC1